carbonylbis(p-phenyleneoxy-p-phenylene)bismaleimide C(=O)(C1=CC=C(C=C1)OC1=CC=C(C=C1)C=1C(=O)NC(C1)=O)C1=CC=C(C=C1)OC1=CC=C(C=C1)C=1C(=O)NC(C1)=O